COC1=CC=C(CN(C2=CC=C(C(=N2)C2=C(C=C3C(=NC(=NC3=C2)OC(C)(C)[C@H]2N(CCC2)C)N2CCN(CC2)C(=O)OC(C)(C)C)Cl)C(F)(F)F)CC2=CC=C(C=C2)OC)C=C1 tert-butyl (S)-4-(7-(6-(bis(4-methoxybenzyl)amino)-3-(trifluoromethyl)pyridin-2-yl)-6-chloro-2-((2-(1-methylpyrrolidin-2-yl)propan-2-yl)oxy)quinazolin-4-yl)piperazine-1-carboxylate